[C@@H]12[C@H](O)[C@@H](O)[C@H](O)[C@H](O1)CO2 1,6-anhydro-α-d-glucopyranose